3-[(2-chloro-5-thiazolyl)methyl]tetrahydro-5-methyl-N-nitro-4H-1,3,5-oxadiazine-4-imine ClC=1SC(=CN1)CN1COCN(C1=N[N+](=O)[O-])C